CS(=O)(=O)OCC(CNC(=O)OCC1=CC=CC=C1)C 3-(((benzyloxy)carbonyl)amino)-2-methylpropyl methanesulfonate